6'-Hydroxy-3'-(4-methoxyphenyl)-8'-oxo-8'H-spiro[cyclopentane-1,5'-indolizine]-7'-carbonyl-glycine OC=1C2(N3C(=CC=C3C(C1C(=O)NCC(=O)O)=O)C1=CC=C(C=C1)OC)CCCC2